7-(tert-butyl) 2-methyl 4-hydroxy-5,8-dihydropyrido[3,4-d]pyrimidine-2,7(6H)-dicarboxylate OC=1C2=C(N=C(N1)C(=O)OC)CN(CC2)C(=O)OC(C)(C)C